Chromium sulfur 5'-(tert-butyl)-N-(3'-(tert-butyl)-[1,1'-biphenyl]-4-yl)-[1,1':3',1''-terphenyl]-2'-amine C(C)(C)(C)C=1C=C(C(=C(C1)C1=CC=CC=C1)NC1=CC=C(C=C1)C1=CC(=CC=C1)C(C)(C)C)C1=CC=CC=C1.[S].[Cr]